(2R,4S)-N-((S)-1-((4-carbamimidoylbenzyl)amino)-1-oxopropan-2-yl)-4-(4-(3,5-dimethyl-1H-pyrazol-1-yl)phenyl)piperidine-2-carboxamide dihydrochloride Cl.Cl.C(N)(=N)C1=CC=C(CNC([C@H](C)NC(=O)[C@@H]2NCC[C@@H](C2)C2=CC=C(C=C2)N2N=C(C=C2C)C)=O)C=C1